N[C@@H]1C2=CC=CC=C2CC12CCN(CC2)C=2NC(C1=C(N2)NN=C1C(=C)C1=NC(=CC=C1)C(C)C)=O (S)-6-(1-amino-1,3-dihydro-spiro[inden-2,4'-piperidin]-1'-yl)-3-(1-(6-isopropylpyridin-2-yl)vinyl)-1,5-dihydro-4H-pyrazolo[3,4-d]pyrimidin-4-one